N-(5-(N-(2,6-dimethylphenyl)sulfamoyl)-6-methoxypyridin-3-yl)-[2,3'-bipyridine]-4-carboxamide CC1=C(C(=CC=C1)C)NS(=O)(=O)C=1C=C(C=NC1OC)NC(=O)C1=CC(=NC=C1)C=1C=NC=CC1